4-bromo-3-(2,3-dihydroxypropyl)-6-fluoro-2-hydroxybenzonitrile BrC1=C(C(=C(C#N)C(=C1)F)O)CC(CO)O